COC1=CC=C(C=C1)C12OCC(CC1)(CC2)C=O (4-methoxyphenyl)-2-oxabicyclo[2.2.2]octane-4-carbaldehyde